BrC1=C(C(=C2CN(CC2=C1)C(CCC(=O)OCC)=O)F)OCOC ethyl 4-(6-bromo-4-fluoro-5-(methoxymethoxy) isoindolin-2-yl)-4-oxobutanoate